CN1N=CC(=C1C1=CC=C(C=C1)[C@H](C)NC(OC(C)(C)C)=O)C tert-butyl N-[(1S)-1-[4-(2,4-dimethylpyrazol-3-yl)phenyl]ethyl]carbamate